methyl (S)-3-((1S,3R)-3-hydroxycyclohexyl)-7-methyl-2-((2-oxopyridin-1(2H)-yl)methyl)-3,7,8,9-tetrahydro-6H-imidazo[4,5-f]quinoline-6-carboxylate O[C@H]1C[C@H](CCC1)N1C(=NC2=C3CC[C@@H](N(C3=CC=C21)C(=O)OC)C)CN2C(C=CC=C2)=O